COC1=NN(C=C1C(=O)NC1=NC(=CC=C1)C1=CN=C2N1[C@H](CC2)C)C2CN(C2)C (S)-3-methoxy-N-(6-(5-methyl-6,7-dihydro-5H-pyrrolo[1,2-a]imidazol-3-yl)pyridin-2-yl)-1-(1-methylazetidin-3-yl)-1H-pyrazole-4-carboxamide